tert-butyl 2-(2,3,9-trimethyl-4-(4-(prop-1-yn-1-yl)phenyl)-6H-thieno[3,2-f][1,2,4]triazolo[4,3-a][1,4]diazepin-6-yl)acetate CC1=C(C=2C(=NC(C=3N(C2S1)C(=NN3)C)CC(=O)OC(C)(C)C)C3=CC=C(C=C3)C#CC)C